CN(CCCN(CCCNC1=CC(=NC2=CC=CC=C12)C1=CC=C(C=C1)OC)CC1CCN(CC1)C(=O)OC(C)(C)C)C tert-butyl 4-(((3-(dimethylamino) propyl) (3-((2-(4-methoxyphenyl) quinolin-4-yl) amino) propyl) amino) methyl)-piperidine-1-carboxylate